C(CCCCCCCCCCCCCCCC)CO[Si](OC)(OC)CCCCCCCCCC heptadecyl-decyl-trimethoxysilane